O1N=CC2=C1C=CC=C2N2CCN(CC2)C(CCC)N2N=C1C(=N2)C=CC=C1 1-(4-(4-benzisoxazolyl)piperazine-1-yl)butyl-2H-benzotriazole